(S)- or (R)-5-(2'-Methoxy-4'-trifluoromethyl-3,4,5,6-tetrahydro-2H-[1,3']bipyridinyl-4-yl)-2,4-dimethyl-7-(2-trifluoromethylbenzyl)-2,4,5,7-tetrahydro-pyrazolo[3,4-d]pyrimidin-6-one COC1=NC=CC(=C1N1CCC(CC1)N1C(N(C=2C([C@@H]1C)=CN(N2)C)CC2=C(C=CC=C2)C(F)(F)F)=O)C(F)(F)F |o1:19|